F/C(=C/C(=O)NC1=CC=CC=C1)/C1=CC=C(C=C1)OC (E)-3-fluoro-3-(4-methoxyphenyl)-N-phenylacrylamide